cyano-β-methyl-p-methoxycinnamate C(#N)OC(C=C(C1=CC=C(C=C1)OC)C)=O